COC=1C=C2C3=C(N=C(C2=C(C1)OC)C1=CC=C(C=C1)SC)N1C=CC=CC1=C3C#N 2,4-dimethoxy-5-(4-(methylthio)phenyl)indolizino[3,2-c]isoquinoline-12-carbonitrile